FC=1C=C(C=C(C1C=O)OC)C1=C(C(=CC=C1)B1OC(C(O1)(C)C)(C)C)C 3-fluoro-5-methoxy-2'-methyl-3'-(4,4,5,5-tetramethyl-1,3,2-dioxaborolan-2-yl)-[1,1'-biphenyl]-4-Formaldehyde